1-chloro-3,3-difluoropropyne ClC#CC(F)F